2-{[(1S)-1-{4-[(4,4-Difluoropiperidin-1-yl)methyl]phenyl}ethyl]amino}-8-(2-methylbenzyl)pyrido[2,3-d]pyrimidin-7(8H)-on FC1(CCN(CC1)CC1=CC=C(C=C1)[C@H](C)NC=1N=CC2=C(N1)N(C(C=C2)=O)CC2=C(C=CC=C2)C)F